BrC=1N=C2N(N1)[C@@H](C[C@@H]2F)C2=CC(=CC(=C2)F)Cl (5S,7S)-2-bromo-5-(3-chloro-5-fluorophenyl)-7-fluoro-6,7-dihydro-5H-pyrrolo[1,2-b][1,2,4]triazole